lithium 1,1,2,2,3,3-hexachloropropane ClC(C(C(Cl)Cl)(Cl)Cl)Cl.[Li]